CC(=CC(=O)OC[C@H]1C(C(C1)=C(C)C)(C)C)C (R)-(2,2-Dimethyl-3-isopropylidenecyclobutyl)-methyl 3-methylbut-2-enoate